benzyl (4R)-3-methylene-6-azaspiro[3.4]octane-6-carboxylate C=C1CC[C@]12CN(CC2)C(=O)OCC2=CC=CC=C2